O=C([C@H](O)C(CO)(O)CO)[O-] D-apionate